2-(2-{[2-(1H-1,3-Benzodiazol-2-yl)ethyl]amino}ethyl)-N-[(3-chloropyridin-2-yl)methyl]-1,3-oxazole-4-carboxamide N1C(=NC2=C1C=CC=C2)CCNCCC=2OC=C(N2)C(=O)NCC2=NC=CC=C2Cl